C(C1CO1)OC1=CC=C(C=C1)N=NC1=CC=C(C=C1)OCC1CO1 4,4'-diglycidyl-oxy-azobenzene